ClC=1C(=CN2C1C(N(CC2)CC2=CC=C(C=C2)OC)=O)C2=CN=NC=C2 8-chloro-2-(4-methoxybenzyl)-7-(pyridazin-4-yl)-3,4-dihydropyrrolo[1,2-a]pyrazin-1(2H)-one